α-D-glucopyranuronic acid methyl ester COC([C@@H]1[C@H]([C@@H]([C@H]([C@@H](O)O1)O)O)O)=O